4,5-dimethyl-2,6-diisopropyl-phenol CC1=CC(=C(C(=C1C)C(C)C)O)C(C)C